2-Chloro-N4-(3-[(1-methylethyl)sulfonamido]phenyl)-6,7-dihydro-5H-cyclopenta[d]pyrimidine-4-amine ClC=1N=C(C2=C(N1)CCC2)NC2=CC(=CC=C2)NS(=O)(=O)C(C)C